(6R)-6-[[5-(tri-fluoromethyl)pyrazin-2-yl]methyl]-2-azaspiro[3.4]octane FC(C=1N=CC(=NC1)C[C@H]1CC2(CNC2)CC1)(F)F